C(#N)C1=C(C(=CC=C1)F)NC(OC1=CC=CC=C1)=O Phenyl (2-cyano-6-fluorophenyl)carbamate